1-(6-(4-fluoro-1H-pyrazol-1-yl)pyridin-3-yl)-1-ethanone FC=1C=NN(C1)C1=CC=C(C=N1)C(C)=O